[O-]S(=O)(=O)C(F)(F)F.C(C(=C)C)(=O)OC1=CC=C(C=C1)[S+](C)C (4-methacryloyloxyphenyl)dimethylsulfonium triflate